((1H-1,2,4-triazol-1-yl)methyl)-N-(1-(2-chloropyrimidin-4-yl)piperidin-4-yl)-4-methyl-3-oxovaleramide N1(N=CN=C1)CC(C(=O)NC1CCN(CC1)C1=NC(=NC=C1)Cl)C(C(C)C)=O